1-(5-nitropyrimidin-2-yl)piperidine-4-carbaldehyde [N+](=O)([O-])C=1C=NC(=NC1)N1CCC(CC1)C=O